ClC=1C(=C(C=CC1)C1CNC(C1(C#N)C1=C(C=C(C=C1)Cl)F)CC(C)(C)C)F 3-(3-chloro-2-fluorophenyl)-4-(4-chloro-2-fluorophenyl)-4-cyano-5-(2,2-dimethylpropyl)pyrrolidine